N-(4-((6-(2,4-difluorophenoxy)-8,9-dihydroimidazo[1',2':1,6]pyrido[2,3-d]pyrimidin-2-yl)amino)phenyl)acrylamide formate salt C(=O)O.FC1=C(OC2=CC3=C(N=C(N=C3)NC3=CC=C(C=C3)NC(C=C)=O)N3C2=NCC3)C=CC(=C1)F